2-[3-(4,4-Difluorohexahydrocyclopenta[c]pyrrol-2(1H)-carbonyl)-5,6-dihydrocyclopenta[c]pyrazol-1(4H)-yl]-1-[4-(2,3-dimethylphenyl)piperazin-1-yl]ethan-1-on FC1(CCC2CN(CC21)C(=O)C=2C1=C(N(N2)CC(=O)N2CCN(CC2)C2=C(C(=CC=C2)C)C)CCC1)F